C1(CC1)N(C(C1=C(C=CC(=C1)F)C=1C=2N(C=C(C1)N1CCNCC1)C(=NC2)C)=O)C(C)C N-cyclopropyl-5-fluoro-2-[3-methyl-6-(piperazin-1-yl)imidazo[1,5-a]pyridin-8-yl]-N-(isopropyl)benzamide